N1(CCCC1)CCOC1=CC=C(C=C1)C1(NN(C(=N1)N)C=1C2=C(N=CN1)SC1=C2CCCCC1)N 3-(4-(2-(pyrrolidin-1-yl)ethoxy)phenyl)-1-(6,7,8,9-tetrahydro-5H-cyclohepta[4,5]Thieno[2,3-d]Pyrimidin-4-yl)-1H-1,2,4-triazole-3,5-diamine